2-[(3S)-1-(3,4-dimethylpyrimidino[4',5':4,5]thieno[2,3-c]pyridazin-8-yl)pyrrolidin-3-yl]propan-2-ol CC1=C(C2=C(N=N1)SC1=C2N=CN=C1N1C[C@H](CC1)C(C)(C)O)C